tert-Butyl 2-(4-fluoro-6-morpholinopyridin-3-yl)-1H-indole-1-carboxylate FC1=C(C=NC(=C1)N1CCOCC1)C=1N(C2=CC=CC=C2C1)C(=O)OC(C)(C)C